3-morpholinothiophene O1CCN(CC1)C1=CSC=C1